FC=1C=NN(C1)C1=CC=C(C=C1)C1=CC(=NN1)NC1=C(C=C(C=C1)NS(=O)(=O)C)C N-(4-((5-(4-(4-fluoro-1H-pyrazol-1-yl)phenyl)-1H-pyrazol-3-yl)amino)-3-methylphenyl)methanesulfonamide